4-[8-(2-fluoro-phenyl)-3-hydroxy-quinolin-2-yl]-4-oxo-butyric acid ethyl ester C(C)OC(CCC(=O)C1=NC2=C(C=CC=C2C=C1O)C1=C(C=CC=C1)F)=O